2,2'-(4,10-bis(2-amino-2-oxoethyl)-1,4,7,10-tetraazacyclododecane-1,7-diyl)diacetic acid NC(CN1CCN(CCN(CCN(CC1)CC(=O)O)CC(N)=O)CC(=O)O)=O